tert-butyl 2-[2-(trifluoromethoxy)phenyl]sulfonyl-2,6-diazaspiro[3.3]heptane-6-carboxylate FC(OC1=C(C=CC=C1)S(=O)(=O)N1CC2(C1)CN(C2)C(=O)OC(C)(C)C)(F)F